4-pyridinylethanamine N1=CC=C(C=C1)C(C)N